CC(C)(C)N(C)C N,N-dimethyl-tert-butylamine